5-(1-chloro-6,7,8,9-tetrahydro-5H-pyrido[3,4-b]Indol-4-yl)-3,4-dihydroisoquinoline ClC1=NC=C(C2=C1NC=1CCCCC21)C2=C1CCN=CC1=CC=C2